FCCOC=1C=CC(=NC1)COC=1C=C2C(=NC1)OC(=N2)C=2C=CC(N(N2)C)=O 6-(6-{[5-(2-fluoroethoxy)pyridin-2-yl]methoxy}-[1,3]oxazolo[5,4-b]pyridin-2-yl)-2-methyl-2,3-dihydropyridazin-3-one